(4-(1H-imidazol-2-yl)piperidine-1-carbonyl)-[1,1'-biphenyl]-4-carbonitrile N1C(=NC=C1)C1CCN(CC1)C(=O)C1=C(C=CC(=C1)C#N)C1=CC=CC=C1